C(C1=CC=CC=C1)NC(N(C1=NC=C(C=C1)C=1C=NN(C1)C)[C@@H]1CC[C@H](CC1)NC1=NC=C(C(=N1)C1=CC=C(C=C1)C(F)(F)F)C#N)=O 3-benzyl-1-(trans-4-((5-cyano-4-(4-(trifluoromethyl)-phenyl)pyrimidin-2-yl)amino)cyclohexyl)-1-(5-(1-methyl-1H-pyrazol-4-yl)pyridin-2-yl)-urea